4-(1,2,3,6-tetrahydropyridin-4-yl)-8,14-dioxa-10,19,20-triazatetracyclo[13.5.2.12,6.018,21]tricosa-1(20),2(23),3,5,15(22),16,18(21)-heptaen-9-one N1CCC(=CC1)C1=CC=2C3=NNC=4C=CC(OCCCNC(OCC(=C1)C2)=O)=CC34